CC=1N=C(SC1C(=O)N1C[C@H]([C@@H](CC1)C(=O)OCC)C1=CC=CC=C1)C=1C=NC(=CC1)C Ethyl (3R,4R)-1-{[4-methyl-2-(6-methylpyridin-3-yl)-1,3-thiazol-5-yl] carbonyl}-3-phenylpiperidine-4-carboxylate